N-(4-{[(2S)-2-carboxy-2-{[4-chloro-3-(trifluoromethyl)benzene-1-sulfonyl]amino}ethyl](methyl)amino}butanoyl)-3-(pyridin-4-yl)-L-alanyl-N-(4-carbamoylphenyl)-L-valinamide C(=O)(O)[C@H](CN(CCCC(=O)N[C@@H](CC1=CC=NC=C1)C(=O)N[C@@H](C(C)C)C(=O)NC1=CC=C(C=C1)C(N)=O)C)NS(=O)(=O)C1=CC(=C(C=C1)Cl)C(F)(F)F